C(C)(C)(C)OC(=O)N1CC(N(CC1)C1=CC(=CC=C1)N)=O 4-(3-Aminophenyl)-3-oxopiperazine-1-carboxylic acid tert-butyl ester